C(=S)=C1NC(C2=C(N1CC1=C(C=CC=C1)[C@@H]1N(CC[C@H](C1)C(F)(F)F)S(=O)(=O)C1=CC=C(C)C=C1)C=CN2)=O |r| rac-2-thiocarbonyl-1-(2-((2r,4r)-1-p-toluenesulfonyl-4-(trifluoromethyl)piperidin-2-yl)benzyl)-1,2,3,5-tetrahydro-4H-pyrrolo[3,2-d]pyrimidin-4-one